C(C)(=O)OC1CN(CCC1)S(=O)(=O)C 1-(methyl sulfonyl)piperidin-3-yl acetate